3-(4-((cyclopropylmethyl) sulfonyl) phenyl)-4-oxobutanoate C1(CC1)CS(=O)(=O)C1=CC=C(C=C1)C(CC(=O)[O-])C=O